BrCCOC=1C=C2CCC(N(C2=CC1)[C@@H]1C[C@@H](C1)O)=O 6-(2-bromoethoxy)-1-[(cis)-3-hydroxycyclobutyl]-1,2,3,4-tetrahydroquinolin-2-one